1-(6-(3-chloro-5-fluoro-4-hydroxyphenyl)-4-(3-(2-(pyrrolidin-1-yl)ethyl)phenylamino)-1,5-naphthyridin-3-yl)ethanone ClC=1C=C(C=C(C1O)F)C=1N=C2C(=C(C=NC2=CC1)C(C)=O)NC1=CC(=CC=C1)CCN1CCCC1